C(CCC)C1=CC=C(C=C1)C(=O)OC(CO)CO 2-(4-butylphenyl)formyloxy-1,3-propanediol